ethyl 3-amino-2-oxopyrrolidine-3-carboxylate hydrochloride Cl.NC1(C(NCC1)=O)C(=O)OCC